2-((4-(6-((4-(cyclopropanecarbonyl)-2-fluorobenzyl)oxy)pyridin-2-yl)piperidin-1-yl)methyl)-1-((1-(fluoromethyl)cyclopropyl)methyl)-1H-benzo[d]imidazole-6-carboxylic acid C1(CC1)C(=O)C1=CC(=C(COC2=CC=CC(=N2)C2CCN(CC2)CC2=NC3=C(N2CC2(CC2)CF)C=C(C=C3)C(=O)O)C=C1)F